OC1=C(C(=CC(=C1CN(C(OC1CCCC1)=O)C)CCCCC)O)C1CCCC(=C1)C cyclopentyl ((2,6-dihydroxy-5'-methyl-4-pentyl-1',2',3',4'-tetrahydro-[1,1'-biphenyl]-3-yl)methyl)(methyl)carbamate